1-[4-(1,3-oxazol-4-yl)phenyl]methylamine O1C=NC(=C1)C1=CC=C(C=C1)CN